N=1N(N=CC1)C1CC1 1-(2H-1,2,3-triazole-2-yl)cyclopropane